1-(1H-indol-3-yl)piperidin-2-one (S)-quinuclidin-3-yl-(6'-(3-fluorophenyl)-3',4'-dihydro-1'H-spiro[cyclopropane-1,2'-naphthalen]-1'-yl)carbamate N12CC(C(CC1)CC2)N(C(O)=O)[C@H]2C1(CCC3=CC(=CC=C23)C2=CC(=CC=C2)F)CC1.N1C=C(C2=CC=CC=C12)N1C(CCCC1)=O